FC1=CC=C(C=C1)N1CCN(CC1)CCC(O)C=1C=C2CCN(C2=CC1)C(C)=O 1-(5-(3-(4-(4-fluorophenyl)piperazin-1-yl)-1-hydroxypropyl)indolin-1-yl)ethane-1-one